C(C)(C)(C)O[Si](OC(C)=O)(OC(C)=O)OC(C)(C)C di-tertiary butoxydiacetoxysilane